ethyl 3-((3-((1-(4-chlorophenyl)-2-oxo-2-(6-(trifluoromethoxy)indolin-1-yl)ethyl)amino)-5-methoxyphenyl)amino)cyclobutanecarboxylate ClC1=CC=C(C=C1)C(C(N1CCC2=CC=C(C=C12)OC(F)(F)F)=O)NC=1C=C(C=C(C1)OC)NC1CC(C1)C(=O)OCC